BrC=1C=C(C=C(C1Cl)I)C1=CC=CC=2SC3=C(C21)C=CC=C3 1-(3-bromo-4-chloro-5-iodophenyl)dibenzo[b,d]thiophene